4-(1,6-Diazaspiro[3.4]octan-6-yl)-1-tosyl-1H-pyrrolo[2,3-b]pyridine-5-carbonitrile N1CCC12CN(CC2)C2=C1C(=NC=C2C#N)N(C=C1)S(=O)(=O)C1=CC=C(C)C=C1